C(C)(C)(C)OC(=O)NC(CC(=O)O)C 3-(tert-butoxycarbonylamino)butyric acid